1-hydroxy-2-phenylpropan OCC(C)C1=CC=CC=C1